(R)-2-((tert-butyldiphenylsilyl)oxy)-3-((4-methoxybenzyl)oxy)-propan-1-ol [Si](C1=CC=CC=C1)(C1=CC=CC=C1)(C(C)(C)C)O[C@H](CO)COCC1=CC=C(C=C1)OC